disodium copper sulfate S(=O)(=O)([O-])[O-].[Cu+2].[Na+].[Na+].S(=O)(=O)([O-])[O-]